di-n-butyl 4-methyl-4-cyclohexene-1,2-dicarboxylate CC=1CC(C(CC1)C(=O)OCCCC)C(=O)OCCCC